tert-Butyl N-[4-cyano-2-isopropyl-5-[4-[2-oxo-2-[(3-spiro[2.2]pentan-2-ylisoxazol-5-yl)amino]ethyl]phenyl] pyrazol-3-yl]carbamate C(#N)C1=C(N(N=C1C1=CC=C(C=C1)CC(NC1=CC(=NO1)C1CC12CC2)=O)C(C)C)NC(OC(C)(C)C)=O